ClC=1C(=CC=C2N=CC(=NC12)C=1C=NN(C1)C1CN(C1)CC(=O)OCC)OC1=CC2=C(N=C(N2)C)C=C1 Ethyl 2-[3-[4-[8-chloro-7-[(2-methyl-3H-benzimidazol-5-yl)oxy]quinoxalin-2-yl]pyrazol-1-yl]azetidin-1-yl]acetate